[Si](C)(C)(C(C)(C)C)OCC1=CC(=NC=C1)CNC=1C2=C(N=C(N1)NC)N(C=C2C=2C=C1C=C(C=NC1=CC2)O)S(=O)(=O)C2=CC=C(C)C=C2 6-(4-(((4-(((tert-butyldimethylsilyl)oxy)methyl)pyridin-2-yl)methyl)amino)-2-(methylamino)-7-Tosyl-7H-pyrrolo[2,3-d]pyrimidin-5-yl)quinolin-3-ol